[3-(2-chloro-6-methyl-4-pyridinyl)-5-[(3R)-pyrrolidin-3-yl]oxy-pyrazolo[1,5-a]pyrimidin-2-yl]benzonitrile formate C(=O)O.ClC1=NC(=CC(=C1)C=1C(=NN2C1N=C(C=C2)O[C@H]2CNCC2)C2=C(C#N)C=CC=C2)C